4-((8-((1-(Methylsulfonyl)cyclopropyl)methyl)-1,7-dioxo-3,4,7,8,9,10-hexahydropyrido[3',4':3,4]pyrazolo[1,5-a]pyrazin-2(1H)-yl)methyl)benzonitrile CS(=O)(=O)C1(CC1)CN1C(C2=NN3C(C(N(CC3)CC3=CC=C(C#N)C=C3)=O)=C2CC1)=O